BrC1=CC=C(C=C1)C1=NC2(N=C1OS(=O)(=O)C(F)(F)F)CCN(CC2)C(=O)OC(C)(C)C tert-butyl 2-(4-bromophenyl)-3-(((trifluoromethyl)sulfonyl)oxy)-1,4,8-triazaspiro[4.5]deca-1,3-diene-8-carboxylate